N-((1S,4r)-4-(2-(((S)-2-(6-Cyanopyridin-2-yl)-2-hydroxyethyl)amino)-2-methylpropyl)cyclohexyl)acetamide C(#N)C1=CC=CC(=N1)[C@H](CNC(CC1CCC(CC1)NC(C)=O)(C)C)O